C(C1=CC=CC=C1)C(C(=O)NC=1C=NC2=C(C=CC=C2C1C)F)CC1(CC1)C 2-benzyl-N-(8-fluoro-4-methyl-3-quinolyl)-3-(1-methylcyclopropyl)propanamide